I.C(C1=CC=CC=C1)OC1=CC(=C(C(=N)SC)C=C1SC=1C(=C2C=CNC2=CC1F)Br)F methyl 4-(benzyloxy)-5-((4-bromo-6-fluoro-1H-indol-5-yl)thio)-2-fluoro-benzimidothioate hydroiodide